iso-amyl isobutyrate C(C(C)C)(=O)OCCC(C)C